ClC1=CC=C(C=C1)C=1C=CC(N(N1)C=1C=NN(C1)C([2H])([2H])[2H])=O 6-(4-Chlorophenyl)-2-(1-(methyl-d3)-1H-pyrazol-4-yl)-3-oxo-2,3-dihydropyridazine